ClC=1C(=NC(=NC1)NC=1C=CC2=C(N(C(CCC2(C)C)=O)CC)C1)NC1=C(C(=O)NC)C=CC=C1F 2-[5-Chloro-2-(1-ethyl-5,5-dimethyl-2-oxo-2,3,4,5-tetrahydro-1H-benzo[b]azepin-8-ylamino)-pyrimidin-4-ylamino]-3-fluoro-N-methyl-benzamide